[1-(cyclopropylmethyl)pyrazol-3-yl]-2-methyl-propan-1-one C1(CC1)CN1N=C(C=C1)C(C(C)C)=O